FC1=CC=C(C=C1)[C@@H]1N(CCC2=CC=CC=C12)C(=O)N[C@H]1C[C@H](C1)CNC(OCCCC)=O butyl ((cis-3-((S)-1-(4-fluorophenyl)-1,2,3,4-tetrahydroisoquinoline-2-carboxamido)cyclobutyl)methyl)carbamate